(2S,12R,12aS)-7-fluoro-8-methoxy-1,2,3,5,6,11,12,12a-octahydro-2,12-methanopyrrolo[1',2':1,2]azepino[4,5-b]indole FC1=C2C3=C(NC2=CC=C1OC)[C@H]1[C@H]2N(CC3)C[C@H](C2)C1